CN(C(OC(C)(C)C)=O)[C@H](C(NCC1=CC=C(C=C1)C1=CC=C(C=C1)C(F)(F)F)=O)CCC (S)-tert-butyl methyl(1-oxo-1-(((4'-(trifluoromethyl)-[1,1'-biphenyl]-4-yl) Methyl)amino)pentan-2-yl)carbamate